6-bromo-8-ethylquinazolin-2-amine BrC=1C=C2C=NC(=NC2=C(C1)CC)N